tert-butyl 2-ethylhydrazine-1-carboxylate C(C)NNC(=O)OC(C)(C)C